6-(6-(difluoromethyl)pyrazin-2-yl)-1,3,5-triazine-2,4(1H,3H)-dione FC(C1=CN=CC(=N1)C1=NC(NC(N1)=O)=O)F